FC=1C=C(C=CC1F)N1C(=C(C2=C(C=CC=C12)O)C1=CC=C(C(=O)O)C=C1)C(COC)(C)C 4-[1-(3,4-difluorophenyl)-4-hydroxy-2-(2-methoxy-1,1-dimethyl-ethyl)indol-3-yl]benzoic acid